FC1=C(CSC2=C3CN(C(C3=CC=C2)=O)C2C(NC(CC2)=O)=O)C=CC(=C1)CN1CCCCC1 3-(4-((2-fluoro-4-(piperidin-1-ylmethyl)benzyl)thio)-1-oxoisoindolin-2-yl)piperidine-2,6-dione